FC(C=1C=C(C=CC1)C1=C(C(C2=CC=CC3=C2C1=NS3(=O)=O)=O)NC)(F)F (3-trifluoromethylphenyl)-4-(methylamino)-5H-naphtho[1,8-cd]isothiazol-5-one-1,1-dioxide